C(CC)C1CCC(CC1)C1=CC=C(C=C1)B(O)O 4-(4-propyl-cyclohexyl)phenylboronic acid